NC1=C(C(=O)NNC(C2=CN=CC=C2)=O)C=C(C=N1)Br 2-amino-5-bromo-N'-nicotinoylnicotinohydrazide